FC1=CC=2N=C(SC2C=2C[C@@](OC21)(C)CNC(OC)=O)C2=C1N=CC(=NC1=CC(=C2)C)OC (S)-methyl ((5-fluoro-2-(2-methoxy-7-methylquinoxalin-5-yl)-7-methyl-7,8-dihydrobenzofuro[5,4-d]thiazol-7-yl)methyl)carbamate